6-(dimethylamino)-4,4-diphenylhept-2-en-3-yl (1-((S)-2-benzamido-5-guanidinopentanamido)propan-2-yl)(methyl)carbamate C(C1=CC=CC=C1)(=O)N[C@H](C(=O)NCC(C)N(C(OC(=CC)C(CC(C)N(C)C)(C1=CC=CC=C1)C1=CC=CC=C1)=O)C)CCCNC(=N)N